(2S)-6,4'-dihydroxy-5-methoxyflavan OC=1C(=C2CC[C@H](OC2=CC1)C1=CC=C(C=C1)O)OC